BrC=1N(C2=CC=CC=C2C1)C 2-bromo-1-methyl-1H-indole